6-benzyladenosine C(C1=CC=CC=C1)C1(C2=NCN([C@H]3[C@H](O)[C@H](O)[C@@H](CO)O3)C2=NC=N1)N